(2E)-2-methyl-N-(4-{[(2E)-3-phenyl-2-propenoyl]amino}-butyl)-2-butenamide C/C(/C(=O)NCCCCNC(\C=C\C1=CC=CC=C1)=O)=C\C